ClC1=CC(=C(COC2=CC=CC(=N2)C2CCN(CC2)CC2=NC3=C(N2C)C=C(C=C3OCCO)C(=O)O)C=C1)F 2-((4-(6-((4-Chloro-2-fluorobenzyl)oxy)pyridin-2-yl)piperidin-1-yl)methyl)-4-(2-hydroxyethoxy)-1-methyl-1H-benzo[d]imidazole-6-carboxylic acid